C=CCCCCCCCCCCCCCC α-hexadecene